C(\C=C\CCCCCC)(=O)OC (E)-methyl 2-nonenoate